P(=O)(O)(O)O[C@H]1[C@@H](O[C@@H]([C@H]1O)COP(=O)(O)OP(=O)(O)O)N1C=NC=2C(N)=NC=NC12 5'-diphosphoadenosine 2'-phosphate